1-(4-(2-(4-(dimethylamino)butoxy)-7-(3-hydroxynaphthalen-1-yl)-5,6,7,8-tetrahydropyrido[3,4-d]pyrimidin-4-yl)piperazin-1-yl)prop-2-en-1-one CN(CCCCOC=1N=C(C2=C(N1)CN(CC2)C2=CC(=CC1=CC=CC=C21)O)N2CCN(CC2)C(C=C)=O)C